4-(2-(mesitylsulfonyl)-2-azaspiro[3.4]oct-6-yl)morpholine C1(=C(C(=CC(=C1)C)C)S(=O)(=O)N1CC2(C1)CC(CC2)N2CCOCC2)C